CN1C(C2=C(C(=C1)C=1C=C3C=NC=NC3=CC1)C=CN2)=O 6-{6-methyl-7-oxo-1H,6H,7H-pyrrolo[2,3-c]pyridin-4-yl}quinazoline